C(C)C1=C(C=CC=C1)C1(CC1)C=1C(=C(C(=O)N)C=CC1)C (1-(2-ethylphenyl)cyclopropyl)-2-methylbenzamide